diazenolate N(=N)[O-]